C(CC)OCOCCCC(CC(CC(CC(CC(CC(CC(CCCI)C)C)C)C)C)C)C 19-iodo-4,6,8,10,12,14,16-heptamethylnonadecyl propyloxymethyl ether